C12CCCC(CC1)N2CCOC2=NC=CC1=CC=C(C=C21)Cl 1-(2-(8-azabicyclo[3.2.1]octan-8-yl)ethoxy)-7-chloroisoquinoline